2-(4-(2-((4-(Bis((9Z,12Z,15Z)-2-hydroxyoctadeca-9,12,15-trien-1-yl)amino)butyl)disulfaneyl)ethyl)piperazin-1-yl)ethyl 4-(bis(2-hydroxydecyl)amino)butanoate OC(CN(CCCC(=O)OCCN1CCN(CC1)CCSSCCCCN(CC(CCCCCC\C=C/C\C=C/C\C=C/CC)O)CC(CCCCCC\C=C/C\C=C/C\C=C/CC)O)CC(CCCCCCCC)O)CCCCCCCC